F[C@@H]1[C@H](CNCC1)NC(OC(C)(C)C)=O tert-butyl ((3S,4S)-4-fluoropiperidin-3-yl)carbamate